4-bromo-6-methyl-1-(p-tolylsulfonyl)pyrrolo[2,3-c]pyridin-7-one BrC=1C2=C(C(N(C1)C)=O)N(C=C2)S(=O)(=O)C2=CC=C(C=C2)C